O=C1NC2=CC=CC=C2C(N1CC(=O)NC(C)C1=NC=NC=C1)=O 2-(2,4-dioxo-1,4-dihydroquinazolin-3(2H)-yl)-N-(1-(pyrimidin-4-yl)ethyl)acetamide